(1r,4r)-4-((4-((1H-Indazol-5-yl)ethynyl)-[2,4'-bipyrimidin]-2'-yl)amino)cyclohexanecarboxylic acid N1N=CC2=CC(=CC=C12)C#CC1=NC(=NC=C1)C1=NC(=NC=C1)NC1CCC(CC1)C(=O)O